C(=C)C1(CC(=CC2=C(C(=C(C=C12)CC)C=C)C=C)CC)C1=CC=CC=C1COC(=O)C1CC2OC2C1.C(C)(CC)C1=CC=C(N)C=C1 4-sec-butyl-aniline 1,5,6-trivinyl-3,7-diethylnaphthalenebenzyl-6-oxabicyclo[3.1.0]hexane-3-carboxylate